5-(3-chloro-1-(piperidin-4-yl)-1H-pyrazol-4-yl)-3-(6-methoxypyridin-3-yl)-1-tosyl-1H-pyrrolo[2,3-b]pyridine ClC1=NN(C=C1C=1C=C2C(=NC1)N(C=C2C=2C=NC(=CC2)OC)S(=O)(=O)C2=CC=C(C)C=C2)C2CCNCC2